diphenyl-4-(vinyl)phenyl-phosphine sulfide C1(=CC=CC=C1)P(C1=CC=C(C=C1)C=C)(C1=CC=CC=C1)=S